C1(CC1)(C(=O)[O-])C(=O)[O-] Cyclopropane-1,1-dicarboxylate